BrC=1C=CC=2N(C1)C(N(N2)CC2=CC=C(C=C2)OC)=O 6-bromo-2-[(4-methoxyphenyl)methyl]-[1,2,4]triazolo[4,3-a]pyridin-3-one